3-(5-(((1R,2S)-2-(isopropylamino)cyclohexyl)amino)-1-oxoisoindolin-2-yl)piperidine-2,6-dione C(C)(C)N[C@@H]1[C@@H](CCCC1)NC=1C=C2CN(C(C2=CC1)=O)C1C(NC(CC1)=O)=O